P(=O)(OCC)(OCC)OCCC(OCC)OCC diethyl (3,3-diethoxypropyl) phosphate